C12(CC3CC(CC(C1)C3)C2)NCCCN(C)CC2=CC=CC=3N(C(N(C32)C)=O)C3C(NC(CC3)=O)=O 3-(4-(((3-((adamantan-1-yl)amino)propyl)(methyl)amino)methyl)-3-methyl-2-oxo-2,3-dihydro-1H-benzo[d]imidazol-1-yl)piperidine-2,6-dione